N-(3,5-Dichlorophenyl)-6-morpholin-4-yl-N1-p-tolyl-[1,3,5]triazine-2,4-diamine ClC=1C=C(C=C(C1)Cl)NC1N(C(=NC(=N1)N)N1CCOCC1)C1=CC=C(C=C1)C